3-fluoro-2-hydroxy-5-(1-(4-(pyrrolidin-1-yl)phenyl)-1H-pyrazol-3-yl)benzaldehyde FC=1C(=C(C=O)C=C(C1)C1=NN(C=C1)C1=CC=C(C=C1)N1CCCC1)O